O=C(C(=C)C)N1CCCC1 1-(1-oxo-2-methyl-2-propenyl)pyrrolidine